[C@H]12CCC[C@@H](OC1)C2 |r| rac-(1R,2S,5R)-6-oxabicyclo[3.2.1]octane